ClC1=CC(=C2C(=N1)C(CC2)=O)C(F)(F)F 2-chloro-4-(trifluoromethyl)-5,6-dihydro-7H-cyclopenta[b]pyridine-7-one